OC1=C(C(=O)O)C=C(C=C1)O.OC1=C(C(=O)O)C=C(C=C1)O.C(C)N1C(OCC2=C1N=CN=C2)=O 1-ethyl-1,4-dihydro-2H-pyrimido[4,5-d][1,3]oxazin-2-one bis(2,5-dihydroxybenzoate)